trimethyl-2-oxoethan-1-aminium chloride [Cl-].CC(C([NH3+])(C)C)=O